CN(C(=O)N[C@@H](C(=O)N1[C@@H](C[C@H](C1)F)C(=O)N[C@H](C1=NC=C(C=C1)C(C)C)C1=CC=CC=C1)C)C (2S,4R)-1-[(2R)-2-[(dimethylcarbamoyl)amino]propanoyl]-4-fluoro-N-[(S)-phenyl[5-(propan-2-yl)pyridin-2-yl]methyl]pyrrolidine-2-carboxamide